germanium acetamide C(C)(=O)N.[Ge]